2-amino-5-(2-(difluoromethoxy)phenyl)-6-phenyl-3,7-dihydro-4H-pyrrolo[2,3-d]pyrimidin-4-one NC=1NC(C2=C(N1)NC(=C2C2=C(C=CC=C2)OC(F)F)C2=CC=CC=C2)=O